ClC1=CC2=C(C(OCC23CC3)CNC)S1 1-(2'-Chloro-5'H,7'H-spiro[cyclopropane-1,4'-thieno[2,3-c]pyran]-7'-yl)-N-methylmethaneamine